2-(2,6-dimethylphenyl)-4(s)-(4-fluorophenyl)-1H-imidazol CC1=C(C(=CC=C1)C)C=1NC=C(N1)C1=CC=C(C=C1)F